3-(1-methyl-6-(4-(((3S,4S)-3-methylpiperidin-4-yl)methyl)piperazin-1-yl)-1H-indazol-3-yl)piperidine-2,6-dione ethyl-2-[3-(2-bromoethoxy)-1,2-oxazol-5-yl]-3-methylbutanoate C(C)OC(C(C(C)C)C1=CC(=NO1)OCCBr)=O.CN1N=C(C2=CC=C(C=C12)N1CCN(CC1)C[C@@H]1[C@@H](CNCC1)C)C1C(NC(CC1)=O)=O